N1CCC2=CC(=CC=C12)C(=O)O.OCCN1CCN(CC1)CCCS(=O)(=O)O 4-(2-hydroxyethyl)-1-piperazinpropanesulfonic acid 2,3-dihydro-1H-indole-5-carboxylate